BrC1=C(C(=CC(=C1)[N+](=O)[O-])Br)NC(C)=O N-(2,6-dibromo-4-nitrophenyl)acetamide